1-[3-(triethoxysilyl)-propyl]carbamoyloxy-4,4,5,5,6,6,7,7,8,8,9,9,12,12,13,13,14,14,15,15,15-heneicosa-fluoro-10-pentadecene C(C)O[Si](CCCNC(=O)OCCCC(C(C(C(C(C(C=CC(C(C(C(F)(F)F)(F)F)(F)F)(F)F)(F)F)(F)F)(F)F)(F)F)(F)F)(F)F)(OCC)OCC